2,6-dichloro-N-isobutyl-N-(4-tolyl)benzenesulfonamide ClC1=C(C(=CC=C1)Cl)S(=O)(=O)N(C1=CC=C(C=C1)C)CC(C)C